C(C)N1CCN(CC1)C(=O)C1=CC=C(C=C1)C1=CC(=C2C(C=C(OC2=C1)C1=CC=CC=C1)=O)O 7-(4-(4-ethylpiperazine-1-carbonyl)phenyl)-5-hydroxy-2-phenyl-4H-chromen-4-one